C(C)(C)(C)OC(=O)NC1CN(CCC1)C=1C=CC(=NC1)N(C(OC(C)(C)C)=O)CC1CC1 tert-butyl (5-(3-((tert-butoxycarbonyl)amino)piperidin-1-yl)pyridin-2-yl)(cyclopropylmethyl)carbamate